ClC1=C(C[C@@H]2[C@H](OC3(O2)CCCCC3)CCO)C=CC=C1 2-((2R,3R)-3-(2-chlorobenzyl)-1,4-dioxaspiro[4.5]decan-2-yl)ethanol